COC1CN(C1)C=1C=C2C(=CC=NC2=CC1)C(=O)OCC ethyl 6-(3-methoxyazetidin-1-yl)quinoline-4-carboxylate